lead oxalic acid C(C(=O)O)(=O)O.[Pb]